C1(CC1)N(C(=O)C=1C=CC2=C(OCC(N2)=O)C1)CC1=CC=C(C=C1)C(NCCCCCCNC=1C=C2C(N(C(C2=CC1)=O)C1C(NC(CC1)=O)=O)=O)=O N-cyclopropyl-N-(4-((6-((2-(2,6-dioxopiperidin-3-yl)-1,3-dioxoisoindolin-5-yl)amino)hexyl)carbamoyl)benzyl)-3-oxo-3,4-dihydro-2H-benzo[b][1,4]oxazine-7-carboxamide